FC(C(=O)O)(F)F.C[C@]12CC(C[C@](CC1)(N2)C)N(C=2SC1=C(N2)SC(=N1)C=1N=CC(=NC1)C1=CC(N(C=C1)C)=O)C 4-[5-(5-{[(1R,3s,5S)-1,5-dimethyl-8-azabicyclo[3.2.1]octan-3-yl](methyl)amino}[1,3]thiazolo[5,4-d][1,3]thiazol-2-yl)pyrazin-2-yl]-1-methylpyridin-2(1H)-one trifluoroacetate